2-phenylprop-2-yl 4-chloro-dithiobenzoate ClC1=CC=C(C(=S)SC(C)(C)C2=CC=CC=C2)C=C1